CC=1SC(=CC1C)S(=O)(=O)Cl 2,3-Dimethylthiophene-5-sulfonyl chloride